6-O-alpha-D-glucopyranosyl-alpha-D-glucopyranose [C@H]1([C@H](O)[C@@H](O)[C@H](O)[C@H](O1)CO)OC[C@@H]1[C@H]([C@@H]([C@H]([C@@H](O)O1)O)O)O